FC=1C=NN(C1)C1=CC=C(C=N1)[C@H](CC)N(C(OC(C)(C)C)=O)C Tert-butyl (S)-(1-(6-(4-fluoro-1H-pyrazol-1-yl)pyridin-3-yl)propyl)(methyl)carbamate